CC1=CC(=NC(=N1)C1=CC(=C(C(=C1)OC)OC)OC)NC1=CC=C(C(=O)OCC)C=C1 ethyl 4-(6-methyl-2-(3,4,5-trimethoxyphenyl)pyrimidin-4-ylamino)benzoate